C1(CC1)C(=O)NC1=CC(=C(N=N1)C(=O)NC([2H])([2H])[2H])NC1=NC=CC(=C1OC)C1=NC=C(C=N1)F 6-Cyclopropanamido-4-{[4-(5-fluoropyrimidin-2-yl)-3-methoxypyridin-2-yl]amino}-N-(2H3)methylpyridazin-3-carboxamid